C(C1=CC=CC=C1)OC(=O)NC1CC(C1)N1[C@@H]2CN([C@H](C1)C2)C(=O)OC(C)(C)C tert-butyl (1S,4S)-5-((1s,3R)-3-(((benzyloxy)carbonyl)amino)cyclobutyl)-2,5-diazabicyclo[2.2.1]heptane-2-carboxylate